CC1(O[C@H](C(O1)=O)CC1OC2=CC(=CC=C2C=2NC3=C(C=C(C=C3C21)F)F)F)C (5S)-2,2-dimethyl-5-({3,8,10-trifluoro-6H,11H-chromeno[4,3-b]indol-6-yl}methyl)-1,3-dioxolan-4-one